Cl.C(#N)C=1C=C(C=CC1OC(C)C)C1=NC(=NO1)C1=CC=C(C2=CC=CC=C12)CN1[C@@H](CCC1)C(=O)O ((4-(5-(3-cyano-4-isopropoxyphenyl)-1,2,4-oxadiazol-3-yl)naphthalen-1-yl)methyl)proline hydrochloride